Cl.C(#C)C1CCN(CC1)CC1(CCNCC1)F 4-ethynyl-1-[(4-fluoro-4-piperidyl)methyl]piperidine hydrochloride